1-(6-(6-chloro-2-(3-(dimethylamino)azetidin-1-yl)-8-fluoro-7-(5-methyl-1H-indazol-4-yl)quinazolin-4-yl)-1-methyl-2,6-diazaspiro[3.4]octan-2-yl)prop-2-en-1-one ClC=1C=C2C(=NC(=NC2=C(C1C1=C2C=NNC2=CC=C1C)F)N1CC(C1)N(C)C)N1CC2(CN(C2C)C(C=C)=O)CC1